BrC=1C=C(C(=NC1)OCCCN(C)C)NS(=O)(=O)C=1C=NC(=CC1)OC N-(5-Bromo-2-(3-(dimethylamino)propoxy)pyridin-3-yl)-6-methoxypyridine-3-sulfonamide